behenyl-dipropylamine C(CCCCCCCCCCCCCCCCCCCCC)N(CCC)CCC